OC=1C=C(C=CC1OC)/C=C/C(=O)C1=CC=C(C=C1)NS(=O)(=O)C N-[4-[(E)-3-(3-Hydroxy-4-methoxyphenyl)prop-2-enoyl]phenyl]methanesulfonamide